ClC1=CSC(=C1)C1=NC=NC(=C1)NCCN1C(=CC2=C(C=C(C=C12)F)OC)C 3-Chloro-5-{6-[2-(6-fluoro-4-methoxy-2-methyl-indol-1-yl)-ethylamino]-pyrimidin-4-yl}-thiophen